ferrocenyl-methylamine [C-]1(C=CC=C1)NC.[CH-]1C=CC=C1.[Fe+2]